CN1C(=NN=C1C1=CC=CC=C1)CC1=CC=C(C(=O)OC)C=C1 methyl 4-((4-methyl-5-phenyl-4H-1,2,4-triazol-3-yl)methyl)benzoate